tert-Butyl (R)-3-(3-(4-(3-cyano-4-(((R)-1-(pyridin-2-yl)ethyl)amino)pyrazolo[1,5-a]pyridin-6-yl)-5-methyl-1H-pyrazol-1-yl)azetidin-1-yl)pyrrolidine-1-carboxylate C(#N)C=1C=NN2C1C(=CC(=C2)C=2C=NN(C2C)C2CN(C2)[C@H]2CN(CC2)C(=O)OC(C)(C)C)N[C@H](C)C2=NC=CC=C2